tert-butyl 2-[methyl (m-tolyl)carbamoyl]pyrrolo[3,2-b]pyridine-1-carboxylate CN(C(=O)C1=CC2=NC=CC=C2N1C(=O)OC(C)(C)C)C=1C=C(C=CC1)C